ClC=1C=C(C=CC1OC(F)(F)F)C(=NS(=O)C(C)(C)C)C1=NC=C(C=C1)OC(F)(F)F N-((3-chloro-4-(trifluoromethoxy)phenyl)(5-(trifluoromethoxy)pyridin-2-yl)methylene)-2-methylpropane-2-sulfinamide